N1(CCOCC1)CCNC(=O)NC1=CC=C(C=C1)F 1-[2-(4-morpholinyl)ethyl]-3-(4-fluorophenyl)urea